ClC1=C(C=C2C(=NNC2=C1)CCC(=O)O)C1=CC=C(C=C1)C1=CSC=C1C 3-(6-chloro-5-(4-(4-methylthiophen-3-yl)phenyl)-1H-indazol-3-yl)-propanoic acid